C(CCCCCCCCCCCCC)OC1=C(C=C(C(=O)O)C=C1)OC 4-Tetradecyloxy-3-methoxybenzoic acid